(R,Z)-6-((amino(methylamino)methylene)amino)-N-(1,2,3,4-tetrahydronaphthalen-1-yl)-N-((5-(trifluoromethyl)pyridin-2-yl)methyl)nicotinamide N/C(/NC)=N/C1=NC=C(C(=O)N(CC2=NC=C(C=C2)C(F)(F)F)[C@@H]2CCCC3=CC=CC=C23)C=C1